CO[Si](CCCN)(OC)OC (3-trimethoxysilylpropyl)amine